cysteinamide N[C@@H](CS)C(=O)N